C(C)(C)(C)OC(NC=1C(=NC=CC1)CN)=O (2-(aminomethyl)pyridin-3-yl)carbamic acid tert-butyl ester